C(#N)COC(=O)C1=NC(=C(C(=C1Cl)N)F)C1=CC=C2C=CNC2=C1F 4-Amino-3-chloro-5-fluoro-6-(7-fluoro-1H-indole-6-yl)pyridine-2-carboxylic acid cyanomethyl ester